N=S1(CC2=C(C(C3=C1C=CC=C3)=C3CCN(CC3)C(=O)C=3C=NC=C(C3)C)C=CC=C2)=O [4-(5-imino-5-oxo-6H-benzo[c][1]benzothiepin-11-ylidene)-1-piperidyl]-(5-methyl-3-pyridyl)methanone